CN(S(=O)(=O)C)C=1C=NC=CN1 3-(N-methylmethylsulfonamido)pyrazine